N-[3-(2-chloro-6-methyl-4-pyridyl)-2-(3-cyanophenyl)pyrazolo[1,5-a]pyrimidin-5-yl]acetamide ClC1=NC(=CC(=C1)C=1C(=NN2C1N=C(C=C2)NC(C)=O)C2=CC(=CC=C2)C#N)C